[I-](I)I.C(CCCCCCCCCCCCCCC)[N+](C)(C)C cetyl-trimethyl-ammonium triiodide